C1(=CC=CC=C1)C1=NC(=CC(=C1)C1=CC=C(C=C1)F)C1=CC=CC=C1 2,6-diphenyl-4-(4-fluorophenyl)pyridine